2-bromo-N,2-dimethyl-N-(2-(phenylethynyl)phenyl)propionamide BrC(C(=O)N(C1=C(C=CC=C1)C#CC1=CC=CC=C1)C)(C)C